[Mg].C1(CCCCCN1)=O.C1(CCCCCN1)=O biscaprolactam magnesium